C(C(C#N)C#N)C(C#N)C#N 1,3,3-propanetetracarbonitrile